N-[(3S,4S)-1-(3-fluorocyclobutyl)-3-methyl-4-piperidyl]-6-[3-(4-mesyl-2-anisidino)-1-propynyl]-1-(2,2,2-trifluoroethyl)-1H-1,3-benzimidazole-4-carboxamide FC1CC(C1)N1C[C@@H]([C@H](CC1)NC(=O)C1=CC(=CC=2N(C=NC21)CC(F)(F)F)C#CCNC=2C(OC)=CC=C(C2)S(=O)(=O)C)C